ClC1=CC(=C(C=C1)N1C(N2[C@H](CN(CC2)C=2C(=NC(=CC2)C=2C(=NC=CC2)OCC)C(=O)NCCN(C)C)C1)=O)C(F)(F)F 3-[(8aR)-2-[4-chloro-2-(trifluoromethyl)phenyl]-3-oxo-5,6,8,8a-tetrahydro-1H-imidazo[1,5-a]pyrazin-7-yl]-N-[2-(dimethylamino)ethyl]-6-(2-ethoxypyridin-3-yl)pyridine-2-carboxamide